C(C)(C)(C)OC(=O)N1C=2N(CC(C1)CNC(C=C)=O)N=CC2CC2=CC=C(C=C2)C(F)(F)F tert-butyl-6-(acrylamidomethyl)-3-(4-(trifluoromethyl)benzyl)-6,7-dihydropyrazolo[1,5-a]pyrimidine-4(5H)-carboxylate